6-(2,6-dimethylphenyl)-2-((4-((3R,5S)-3,4,5-trimethylpiperazin-1-yl)phenyl)amino)-8,9-dihydroimidazo[1,2-a]pyrimido[5,4-e]pyrimidin-5(6H)-one CC1=C(C(=CC=C1)C)N1C=2N(C3=C(C1=O)C=NC(=N3)NC3=CC=C(C=C3)N3C[C@H](N([C@H](C3)C)C)C)CCN2